3-methyl-2,3,4,9-tetrahydro-1H-pyrido[3,4-b]indole-7-carboxylic acid methyl ester COC(=O)C1=CC=C2C3=C(NC2=C1)CNC(C3)C